C[Si](CCOCN1N=NC=2C=NC(=CC21)CO)(C)C (1-{[2-(trimethylsilyl)ethoxy]methyl}-1H-[1,2,3]triazolo[4,5-c]pyridin-6-yl)methanol